6-((3-tert-butyl-7-(5-(hydroxymethyl)isoxazol-3-yl)pyrazolo[1,5-d][1,2,4]triazin-2-oxy)methyl)-N-cyclopropylnicotinamide C(C)(C)(C)C=1C(=NN2C(=NN=CC21)C2=NOC(=C2)CO)OCC2=NC=C(C(=O)NC1CC1)C=C2